methyl 3-(9-((4-(((tert-butoxycarbonyl)amino)methyl)-2-(2-(2-methoxyethoxy)ethoxy)phenyl)carbamoyl)-4,5-dihydrobenzo[b]thieno[2,3-d]oxepin-8-yl)-6-(propylcarbamoyl)picolinate C(C)(C)(C)OC(=O)NCC1=CC(=C(C=C1)NC(=O)C1=CC2=C(OCCC3=C2SC=C3)C=C1C=1C(=NC(=CC1)C(NCCC)=O)C(=O)OC)OCCOCCOC